6-(1H-pyrazol-4-yl)pyrimidin-4(3H)-one N1N=CC(=C1)C1=CC(NC=N1)=O